C(C)(C)C=1C=CC=CC1 3-isopropyl-benzene